ClC1=C2C(=CN=CC2=CC=C1)C(NC(=O)C1C2C(C2CN1)(C)C)C#N N-((5-chloroisoquinolin-4-yl)(cyano)methyl)-6,6-dimethyl-3-azabicyclo[3.1.0]hexane-2-carboxamide